(R)-2-((1-(2-((cyclopropylmethyl)(methyl)amino)-3,7-dimethyl-4-oxo-4H-pyrido[1,2-a]pyrimidin-9-yl)ethyl)amino)benzoic acid C1(CC1)CN(C=1N=C2N(C(C1C)=O)C=C(C=C2[C@@H](C)NC2=C(C(=O)O)C=CC=C2)C)C